OC=1C=C(CNC2=C3N=CN(C3=NC=N2)[C@H]2[C@@H](O)[C@H](O)[C@H](O2)CO)C=C(C1O)O 6-(3,4,5-trihydroxybenzylamino)-9-β-D-arabinofuranosylpurine